C(C)(C)(C)C=1C=C(CP2(C(C3=CC=CC=C3C=3C=CC=CC23)=O)=O)C=C(C1O)C(C)(C)C 10-(3,5-di-t-butyl-4-hydroxybenzyl)-9,10-dihydro-9-oxo-10-phosphaphenanthrene-10-oxide